4-(1-(1-((4-(3,5-difluorophenyl)-5,6-dihydro-4H-pyrrolo[1,2-b]pyrazol-2-yl)amino)-1-oxopropan-2-yl)-4,4-difluoropiperidin-3-yl)pyridine 1-oxide FC=1C=C(C=C(C1)F)C1CCN2N=C(C=C21)NC(C(C)N2CC(C(CC2)(F)F)C2=CC=[N+](C=C2)[O-])=O